(4-((3-(8-(((3S,4R)-3-fluoro-1-methylpiperidin-4-yl)amino)-3-((trifluoromethyl)thio)imidazo[1,2-a]pyridin-2-yl)prop-2-yn-1-yl)amino)-3-methoxyphenyl)dimethylphosphine oxide F[C@H]1CN(CC[C@H]1NC=1C=2N(C=CC1)C(=C(N2)C#CCNC2=C(C=C(C=C2)P(C)(C)=O)OC)SC(F)(F)F)C